NC=1C2=C(N=CN1)N(C(=C2C2=CC(=C(C=C2)N=S2(CC(C2)(OC)OC)=O)F)C2=CC=C(C=C2)C=C(C(=O)N)C)C (4-(4-amino-5-(4-((3,3-dimethoxy-1-oxo-1λ6-thietane-1-ylidene)amino)-3-fluorophenyl)-7-methyl-7H-pyrrolo[2,3-d]pyrimidin-6-yl)-phenyl)methacrylamide